4-((3-methoxy-4-fluorophenyl)amino)-7-fluoro-1H-indole-2-carboxylic acid COC=1C=C(C=CC1F)NC1=C2C=C(NC2=C(C=C1)F)C(=O)O